N=1N(N=C2C1C=CC=C2)C=2C=C(C=C(C2O)C(C)(C)C)CCC(=O)O 3-[3-(2H-benzotriazol-2-yl)-5-tert-butyl-4-hydroxyphenyl]propanoic acid